8-isopentenyl-4'-methoxyflavonol C(CC(=C)C)C=1C=CC=C2C(C(=C(OC12)C1=CC=C(C=C1)OC)O)=O